1-(6-cyclopropyl-5-fluoropyridin-3-yl)ethan-1-ol C1(CC1)C1=C(C=C(C=N1)C(C)O)F